pyrrolo[1,2-b]pyridazine-5-carboxylic acid N=1N2C(C=CC1)=C(C=C2)C(=O)O